(3R,5R)-2-(8-(5-fluoro-1-methylpiperidin-3-yl)-4-methyl-5,6,7,8-tetrahydropyrido[2,3-c]pyridazin-3-yl)-5-(trifluoromethyl)phenol F[C@@H]1C[C@H](CN(C1)C)N1CCCC2=C1N=NC(=C2C)C2=C(C=C(C=C2)C(F)(F)F)O